CC1=C(C(=O)O)C=C(C(=C1[N+](=O)[O-])C)N 2,4-dimethyl-3-nitro-5-aminobenzoic acid